OCCN1C=C(C2=CC=C(C=C12)C=1C=NNC1)C(=O)C1COC2=CC(=CC=C2C1)OC [1-(2-Hydroxyethyl)-6-(1H-pyrazol-4-yl)indol-3-yl]-(7-methoxychroman-3-yl)methanone